O=C1NC(CCC1N1C(C2=CC=CC(=C2C1)SCC(=O)N(C)CCOC1=C(C=C(C(=C1)OC)NC1=NC=CC(=N1)C1=CN(C2=CC=CC=C12)C)NC(C=C)=O)=O)=O N-(2-(2-(2-((2-(2,6-dioxopiperidin-3-yl)-1-oxoisoindolin-4-yl)thio)-N-methylacetamido)ethoxy)-4-methoxy-5-((4-(1-methyl-1H-indol-3-yl)pyrimidin-2-yl)amino)phenyl)acrylamide